[O].[Ge] germanium oxygen